(E)-4-(4-chlorophenyl)-2-[1-cyclopropyl-2-(2-carboxy-4-fluorobenzylidene)hydrazino]thiazole ClC1=CC=C(C=C1)C=1N=C(SC1)N(/N=C/C1=C(C=C(C=C1)F)C(=O)O)C1CC1